O=C1NC(CCC1N1C(C2=CC=CC(=C2C1=O)SCCCCC(=O)N)=O)=O 5-((2-(2,6-dioxopiperidin-3-yl)-1,3-dioxoisoindolin-4-yl)thio)pentanamide